C(C(=C)C)(=O)NCCCN1C=NC=C1 1-(3-methacrylamidopropyl)-1H-imidazole